[Si](C)(C)(C(C)(C)C)OC1CC(N(CC1)C(=O)[O-])C1=C(C=C(C=C1F)C(F)(F)F)Cl 4-((tert-butyldimethylsilyl)oxy)-2-(2-chloro-6-fluoro-4-(trifluoromethyl)phenyl)piperidine-1-carboxylate